BrC1=CC=C(C=C1)C1CC(C1)CCS(=O)(=O)O.BrC=1C=CC(=NC1)OCC[Si](C)(C)C 5-bromo-2-(2-(trimethylsilyl)ethoxy)pyridine [3-(4-bromophenyl)cyclobutyl]Methyl-mesylate